N-(8-fluoro-2-methyl-imidazo[1,2-a]pyridin-6-yl)-2-methoxy-7-piperazin-1-yl-1,3-benzothiazole-4-carboxamide FC=1C=2N(C=C(C1)NC(=O)C=1C=CC(=C3C1N=C(S3)OC)N3CCNCC3)C=C(N2)C